CN1CCN(CCC1)CCC 1-methyl-4-propyl-1,4-diazepane